phenyl-iodonium ethyl-7-bromo-4-(((2s,4s)-1-(tert-butoxycarbonyl)-2-(2-((tert-butyldimethylsilyl)oxy)ethyl)piperidin-4-yl)amino)-2,6-dichloro-8-fluoroquinoline-3-carboxylate C(C)OC(=O)C=1C(=NC2=C(C(=C(C=C2C1N[C@@H]1C[C@H](N(CC1)C(=O)OC(C)(C)C)CCO[Si](C)(C)C(C)(C)C)Cl)Br)F)Cl.C1(=CC=CC=C1)[IH+]